3-(N,N-Dimethyloctadecylammonio)propanesulfonate C[N+](C)(CCCS(=O)(=O)[O-])CCCCCCCCCCCCCCCCCC